ClC=1C=C2C(=NC(=NC2=C(C1C1=CC=C(C2=C1N=C(S2)N)F)F)OC[C@]21CCCN1C[C@@H](C2)F)N2CCOCCC2 4-(6-chloro-8-fluoro-2-(((2R,7aS)-2-fluorotetra-hydro-1H-pyrrolizin-7a(5H)-yl)methoxy)-4-(1,4-oxazepan-4-yl)quinazolin-7-yl)-7-fluoro-benzo[d]-thiazol-2-amine